6-Cyclobutoxy-2-((tetrahydrofuran-3-yl)methyl)-2H-pyrazolo[3,4-b]Pyridine-5-carboxylic acid C1(CCC1)OC=1C(=CC=2C(N1)=NN(C2)CC2COCC2)C(=O)O